COC1=CC=C(C=C1)C1=NOC(=C1)C1(NC(=NC=C1)NC)N 4-(3-(4-methoxyphenyl)isoxazol-5-yl)-N2-methylpyrimidine-2,4-diamine